ClC=1C=C(C=CC1)C#C\C=C/1\C(N(CC1)C(=O)OC(C)(C)C)(C)C tert-Butyl (3E)-3-[3-(3-chlorophenyl)prop-2-yn-1-ylidene]-2,2-dimethylpyrrolidine-1-carboxylate